SC=1N=NNC1 4-mercapto-1,2,3-triazole